bis(azepine) dibutyrate C(CCC)(=O)O.C(CCC)(=O)O.N1C=CC=CC=C1.N1C=CC=CC=C1